O=C1CC2SC(CN12)C(=O)O 7-oxo-4-thia-1-azabicyclo-[3.2.0]heptane-3-carboxylic acid